2-(4-(2-(azetidin-1-yl)quinolin-7-yl)benzyl)-5-phenyl-2,7-naphthyridin-1(2H)-one N1(CCC1)C1=NC2=CC(=CC=C2C=C1)C1=CC=C(CN2C(C3=CN=CC(=C3C=C2)C2=CC=CC=C2)=O)C=C1